2-chloro-3-[(3S)-3-hydroxypiperidin-1-yl]benzoate ClC1=C(C(=O)[O-])C=CC=C1N1C[C@H](CCC1)O